CC1(OCCCC1)C (4S)-2,2-dimethyloxan